(E)-3-(4-(Dimethylamino)but-2-enamido)benzoic acid CN(C/C=C/C(=O)NC=1C=C(C(=O)O)C=CC1)C